1-(3-((4-((2',4'-difluoro-4-methoxy-[1,1'-biphenyl]-3-yl)amino)-7-methoxyquinazoline-6-yl)oxy)-4,4-difluoropiperidin-1-yl)prop-2-en-1-one FC1=C(C=CC(=C1)F)C1=CC(=C(C=C1)OC)NC1=NC=NC2=CC(=C(C=C12)OC1CN(CCC1(F)F)C(C=C)=O)OC